FC(S(=O)(=O)O)(F)F.CS(=O)(=O)NO methanesulfonyl-hydroxylamine trifluoro-methanesulfonate